ClC1=CC=C(C=C1)C(O)C1=CC=C(C=C1)OCC#C (4-chlorophenyl)(4-(prop-2-yn-1-yloxy)phenyl)methanol